ClC=1C=CC2=C(C=C(O2)C(=O)NN=CC2=C(N(C3=CC=CC=C23)CC(=O)[O-])C)C1 3-((2-(5-chlorobenzofuran-2-carbonyl)hydrazinylidene)methyl)-2-methyl-1H-indol-1-yl-acetate